FC12CCC(CC1)(CC2)NC(=O)NCC2=CC(=NC=C2)OC[C@@H](C)F 1-(4-fluoro-1-bicyclo[2.2.2]octanyl)-3-[[2-[(2R)-2-fluoropropoxy]pyridin-4-yl]methyl]urea